(3-chloro-5-methoxyphenyl)boronic acid ClC=1C=C(C=C(C1)OC)B(O)O